2-methyl-2-hydroxymethyl-bicyclo[2.2.1]hept-5-ene CC1(C2C=CC(C1)C2)CO